ClC=1C=CC2=C(C=C(O2)C(=O)N[C@@H]2CC[C@H](CC2)NCC=2OC(=NN2)C2=CC(=C(C=C2)Cl)F)C1 trans-5-chloro-N-(4-(((5-(4-chloro-3-fluorophenyl)-1,3,4-oxadiazol-2-yl)methyl)amino)cyclohexyl)benzofuran-2-carboxamide